C1(=CC=C(C=C1)NC=1C2=CC=CC=3CC=C4CC=CC(C1)=C4C32)C3=CC=CC=C3 N-([1,1'-biphenyl]-4-yl)-8,10-dihydropyren-4-amine